NCCCCCCCC(=O)NC1=C(C(=O)NC=2SC(=C(N2)C)C)C=CC=C1 (8-Aminooctanoylamino)-N-(4,5-dimethylthiazol-2-yl)benzamide